COC1=NC(=NC(=C1)OC)NC(NS(=O)(=O)C1=C(C(=NN1C)Cl)C(=O)OC)=O 3-(4,6-dimethoxypyrimidine-2-yl)-1-(1-methyl-3-chloro-4-methoxyformyl-pyrazole-5-yl)sulfonylurea